chloro-4''-((3,5-difluoropyridin-2-yl)methoxy)-3-(2-hydroxypropan-2-yl)-6''-methyl-5'-(trifluoromethyl)-2H,2''H-[1,2':4',1''-terpyridin]-2,2''-dione ClC1=C(C(N(C=C1)C1=NC=C(C(=C1)N1C(C=C(C=C1C)OCC1=NC=C(C=C1F)F)=O)C(F)(F)F)=O)C(C)(C)O